C(CCCCCCC)P(CCCCCCCC)(CCCCCCCC)=[Te] tri-n-octylphosphine telluride